N-ethyl-N-benzylaniline silicon-boron-barium [Ba].[B].[Si].C(C)N(C1=CC=CC=C1)CC1=CC=CC=C1